O-ethyl-isourea sulfate S(=O)(=O)(O)O.C(C)OC(N)=N